O=C1C(O)=C([O-])[C@H](O1)[C@@H](O)CO.[Na+] (R)-sodium ascorbate